N-(2,6-DIOXO-3-PIPERIDYL)BICYCLO[1.1.1]PENTANE-1-CARBOXAMIDE O=C1NC(CCC1NC(=O)C12CC(C1)C2)=O